isopropoxide tin [Sn+4].CC([O-])C.CC([O-])C.CC([O-])C.CC([O-])C